4-phosphomethyl-DL-phenylalanine P(=O)(O)(O)CC1=CC=C(C[C@H](N)C(=O)O)C=C1 |r|